octyl-3-[3-tert-butyl-4-hydroxy-5-(5-chloro-2H-benzotriazole-2-yl)phenyl]propionate C(CCCCCCC)OC(CCC1=CC(=C(C(=C1)N1N=C2C(=N1)C=CC(=C2)Cl)O)C(C)(C)C)=O